6-fluoro-N-methyl-5-(4-((3-methyl-2-oxo-4-thioxo-1,2,3,4-tetrahydroquinazolin-7-yl)methyl)-2-oxopiperazin-1-yl)picolinamide FC1=C(C=CC(=N1)C(=O)NC)N1C(CN(CC1)CC1=CC=C2C(N(C(NC2=C1)=O)C)=S)=O